(1r,3r)-3-(3-bromophenyl)-3-(methoxycarbonyl)cyclobutyl 4-nitrobenzoate [N+](=O)([O-])C1=CC=C(C(=O)OC2CC(C2)(C(=O)OC)C2=CC(=CC=C2)Br)C=C1